sodium oxide-monohydrochloride Cl.[O-2].[Na+].[Na+]